2-(3,5-Difluoro-4-iodophenyl)-2-methylpropanenitrile FC=1C=C(C=C(C1I)F)C(C#N)(C)C